OC(C(=O)[O-])CCCCCCCCC 2-Hydroxyundecanoate